ClC1=NC=C(C(=C1)C1=C(C=NC(=C1)COC)C(=O)O)OC 2'-chloro-5'-methoxy-6-(methoxymethyl)-(4,4'-bipyridine)-3-carboxylic Acid